ClC=1C=C(C=C(C1)Cl)C1=C(C=NC=C1)N 4-(3,5-dichlorophenyl)pyridin-3-amine